7-((4-(4-Methylpiperazin-1-yl)phenyl)amino)quinoline-5,8-dione CN1CCN(CC1)C1=CC=C(C=C1)NC1=CC(C=2C=CC=NC2C1=O)=O